(1R,4R)-4-((5-amino-8-(sec-butyl)pyrido[4,3-d]pyrimidin-2-yl)amino)cyclohexane-1-ol NC1=NC=C(C=2N=C(N=CC21)NC2CCC(CC2)O)C(C)CC